N-((5-chloro-2-nitropyridin-3-yl)methyl)-1-((1s,4s)-4-(6-fluoroquinolin-4-yl)cyclohexyl)ethan-1-amine ClC=1C=C(C(=NC1)[N+](=O)[O-])CNC(C)C1CCC(CC1)C1=CC=NC2=CC=C(C=C12)F